The molecule is an optically active form of O-isobutyrylcarnitine having (R)-configuration. It has a role as a human metabolite. It is an O-isobutyrylcarnitine, a methyl-branched fatty acyl-L-carnitine and a saturated fatty acyl-L-carnitine. CC(C)C(=O)O[C@H](CC(=O)[O-])C[N+](C)(C)C